tert-butyl 2-ethylphenylacrylate C(C)C1=C(C=CC=C1)C(C(=O)OC(C)(C)C)=C